(R)-5-(6-(2-hydroxy-6-methyl-4-(trifluoromethyl)phenyl)-3-((R)-1-hydroxyethyl)-2H-pyrazolo[3,4-b]pyrazin-2-yl)-1-isopropylpiperidin-2-one OC1=C(C(=CC(=C1)C(F)(F)F)C)C=1C=NC=2C(N1)=NN(C2[C@@H](C)O)[C@@H]2CCC(N(C2)C(C)C)=O